FC(CNC1=CC2=C(N=N1)CNC(N2)=O)(F)F ((2,2,2-trifluoroethyl)amino)-7,8-dihydropyrimido[5,4-c]pyridazin-6(5H)-one